1-(carboxymethyl)-4-(2-(4-((3-(4-methoxyphenyl)imidazo[1,2-a]pyrazin-8-yl)amino)-2-methylbenzamido)ethyl)-1-methylpiperidin-1-ium formate C(=O)[O-].C(=O)(O)C[N+]1(CCC(CC1)CCNC(C1=C(C=C(C=C1)NC=1C=2N(C=CN1)C(=CN2)C2=CC=C(C=C2)OC)C)=O)C